C(C)(=O)C=1C=C2CN(CC2=CC1)C(C)C=1OC=C(C(C1)=O)OCC1=CC=CC=C1 2-(1-(5-acetylisoindolin-2-yl)ethyl)-5-(benzyloxy)-4H-pyran-4-one